2-(4-(3-(1-(5-chloropyrimidin-2-yl)piperidin-4-yl)propoxy)-2-fluorophenyl)-1-(4-((2S,3R,4R,5R)-2,3,4,5,6-pentahydroxyhexyl)-1,4-diazepan-1-yl)ethan-1-one ClC=1C=NC(=NC1)N1CCC(CC1)CCCOC1=CC(=C(C=C1)CC(=O)N1CCN(CCC1)C[C@@H]([C@H]([C@@H]([C@@H](CO)O)O)O)O)F